ethyl glycolate propionate C(CC)(=O)O.C(CO)(=O)OCC